2-(((2-bromo-2-methylpropanoyl)oxy)methyl)-2-ethylpropane-1,3-diyl dipalmitate C(CCCCCCCCCCCCCCC)(=O)OCC(COC(CCCCCCCCCCCCCCC)=O)(CC)COC(C(C)(C)Br)=O